N[C@@H]1C2=CC=CC=C2CC12CCN(CC2)C2=NC(=C(C(=N2)C(=O)N)C2=C(C(=NC=C2)N)Cl)C 2-((S)-1-amino-1,3-dihydrospiro[indene-2,4'-piperidin]-1'-yl)-5-(3-chloro-2-aminopyridine-4-yl)-6-methylpyrimidine-4-carboxamide